C(C)(=O)OCCC1=C(C(=CC=C1)N(C)CC(=O)C=1C=C(C2=C(C(=C(O2)[2H])[2H])C1)Br)OCOC 2-(3-((2-(7-Bromobenzofuran-5-yl-2,3-d2)-2-oxoethyl)(methyl)amino)-2-(methoxymethyl Oxy)phenyl)ethyl acetate